C1OC=2C=C(C=CC2O1)NC(=O)C1=CN(C2=CC=CC=C12)CC1=CC=C(C=C1)C=O N-(3,4-methylenedioxyphenyl)-1-(4-formylbenzyl)-1H-indole-3-carboxamide